ClC=1C(=C(C=CC1F)NC(=O)[C@@H]1[C@H]2[C@@H](CN1C(=O)OC(C)(C)C)OC(O2)(C)C)F tert-butyl (3aS,4S,6aR)-4-((3-chloro-2,4-difluorophenyl) carbamoyl)-2,2-dimethyl-dihydro-3aH-[1,3]dioxolo[4,5-c]pyrrole-5(4H)-carboxylate